CON(C(CN1C2=C(OC(C1=O)(F)F)C=C(C(=C2)C2=C(C(=C(C(=C2F)F)F)F)F)F)=O)C N-methoxy-N-methyl-2-(2,2,7-trifluoro-3-oxo-6-(perfluorophenyl)-2,3-dihydro-4H-benzo[b][1,4]oxazin-4-yl)acetamide